N-(4,4-difluoropiperidin-3-yl)-2-methyl-5-[(4-methyl-1,3-thiazol-5-yl)methoxy]pyrazolo[1,5-a]pyridine-3-carboxamide FC1(C(CNCC1)NC(=O)C=1C(=NN2C1C=C(C=C2)OCC2=C(N=CS2)C)C)F